C(CC)C1CCCC(N1)CO (6-propylpiperidin-2-yl)methanol